CC(CCCC(CC)O)O octane-2,6-diol